3-(2-fluorophenyl)-5-hydroxy-6-(4-methoxyphenyl)-2-phenylpyrazolo[1,5-a]pyrimidin-7(4H)-one FC1=C(C=CC=C1)C=1C(=NN2C1NC(=C(C2=O)C2=CC=C(C=C2)OC)O)C2=CC=CC=C2